1-(2,3-dihydrobenzofuran-5-yl)cyclopropanecarboxylic acid O1CCC2=C1C=CC(=C2)C2(CC2)C(=O)O